C(CCCCCCCCCCCCCCCC)S(=O)(=O)O 1-heptadecanesulfonic acid